[Na+].[Na+].NCCNC1CCC(CC1)CC(=O)N1CC(C1)OC1=C(C=2O[B-](C3CC3C2C=C1)(O)O)C(=O)O.NCCNC1CCC(CC1)CC(=O)N1CC(C1)OC1=C(C=2O[B-](C3CC3C2C=C1)(O)O)C(=O)O 9-[1-({(1r,4r)-4-[(2-aminoethyl)amino]cyclohexyl}acetyl)azetidin-3-yl]oxy-5,5-dihydroxy-6-oxa-5-boranuidatricyclo[5.4.0.02,4]undeca-1(7),8,10-triene-8-carboxylic acid disodium salt